1-((3,3-difluorocyclopentyl)methyl)-3-methoxy-N-(3-sulfamoylphenyl)-4-(trifluoromethyl)-1H-pyrazole-5-carboxamide FC1(CC(CC1)CN1N=C(C(=C1C(=O)NC1=CC(=CC=C1)S(N)(=O)=O)C(F)(F)F)OC)F